2-(Diethyloxyamino)-N,N-diethylacetamide C(C)ON(CC(=O)N(CC)CC)OCC